3-bromo-5-chloro-2-isopropoxypyridine BrC=1C(=NC=C(C1)Cl)OC(C)C